(1R,3S)-3-(3-(2-(3-(benzyloxy)-2-(1,3-dioxolan-2-yl)phenoxy)acetamido)-1H-pyrazol-5-yl)cyclopentyl (1-methylcyclopropyl)carbamate CC1(CC1)NC(O[C@H]1C[C@H](CC1)C1=CC(=NN1)NC(COC1=C(C(=CC=C1)OCC1=CC=CC=C1)C1OCCO1)=O)=O